N[C@H](C(=O)N[C@H](C(=O)OC)CC1C(NC2(CC2)C1)=O)CC1CC1 methyl (2S)-2-[[(2S)-2-amino-3-cyclopropyl-propanoyl]amino]-3-(5-oxo-4-azaspiro[2.4]heptan-6-yl)propanoate